N[C@H](C(=O)N1[C@@H](C[C@H](C1)O)C(=O)NCC1=CC=C(C=C1)C1=C(N=CS1)C)CC1CCC1 (2S,4R)-1-((S)-2-amino-3-cyclobutylpropanoyl)-4-hydroxy-N-(4-(4-methylthiazol-5-yl)benzyl)pyrrolidine-2-carboxamide